4-((1-(4-methylpiperazin-1-yl)-1-oxobutan-2-yl)amino)pyridin phosphonium dimethylaminomethyl-acrylate CN(C)COC(C=C)=O.[PH4+].CN1CCN(CC1)C(C(CC)NC1=CC=NC=C1)=O